BrC=1C(=NN(C1)C1CN(C1)C(=O)OC(C)(C)C)C(F)F tert-butyl 3-(4-bromo-3-(difluoromethyl)-1H-pyrazol-1-yl)azetidine-1-carboxylate